OCN1CN(C(C1O)O)CO 1,3-bis(hydroxymethyl)-4,5-dihydroxyimidazolidine